COCC[C@H](C(N[C@@H](CCCC1=CC=CC=C1)B1OC(C(O1)(C)C)(C)C)=O)NC(=O)C1=NC=CN=C1 N-((R)-4-methoxy-1-oxo-1-(((R)-4-phenyl-1-(4,4,5,5-tetramethyl-1,3,2-dioxaborolan-2-yl)butyl)amino)butan-2-yl)pyrazine-2-carboxamide